Methyl (S)-5-(4-aminobenzamido)-2-(4-(((2,4-diaminopteridin-6-yl)methyl)(methyl) amino)benzamido)-pentanoate NC1=CC=C(C(=O)NCCC[C@@H](C(=O)OC)NC(C2=CC=C(C=C2)N(C)CC=2N=C3C(=NC(=NC3=NC2)N)N)=O)C=C1